C(C(C)C)OC(=O)C=1C2CCC(C1C(=O)OCC(C)C)C2 bicyclo[2.2.1]hept-2-ene-2,3-dicarboxylic acid diisobutyl ester